2,3-dimethoxy-8-(4-nitrophenoxy)-1,5-naphthyridine COC1=NC2=C(C=CN=C2C=C1OC)OC1=CC=C(C=C1)[N+](=O)[O-]